(E)-N-(4-(5-(4-(4-(dimethylamino)but-2-enoyl)piperazin-1-yl)pyrimidin-4-yl)-2-methylbenzyl)-3-(1-methylcyclopropyl)-1,2,4-oxadiazole-5-carboxamide CN(C/C=C/C(=O)N1CCN(CC1)C=1C(=NC=NC1)C1=CC(=C(CNC(=O)C2=NC(=NO2)C2(CC2)C)C=C1)C)C